(R)-3-(5-bromo-3-((2-(2-ethoxy-2-oxoethyl)phenoxy)methyl)-1H-indazol-1-yl)pyrrolidine-1-carboxylic acid isopropyl ester C(C)(C)OC(=O)N1C[C@@H](CC1)N1N=C(C2=CC(=CC=C12)Br)COC1=C(C=CC=C1)CC(=O)OCC